1-(3-(pyridin-4-yl)-1H-pyrazol-5-yl)-4-(2,2,2-trifluoroethyl)piperidin-2-one N1=CC=C(C=C1)C1=NNC(=C1)N1C(CC(CC1)CC(F)(F)F)=O